8-amino-3,6-dioxooctanoic Acid NCCC(CCC(CC(=O)O)=O)=O